C(C)(=O)N1CC(C(CC1)CN1N=CC(=C1C(=O)NC1=NC=C(C=C1C)C#CC1=CC=C(C=C1)F)Cl)(F)F 1-((1-acetyl-3,3-difluoropiperidin-4-yl)methyl)-4-chloro-N-(5-((4-fluorophenyl)ethynyl)-3-methylpyridin-2-yl)-1H-pyrazole-5-carboxamide